[Si](C)(C)(C(C)(C)C)O[C@H]1C[C@H](C2(C1)CCN(CC2)C(=O)OC(C)(C)C)N[S@](=O)C(C)(C)C tert-butyl (1R,3R)-3-((tert-butyldimethylsilyl)oxy)-1-(((R)-tert-butylsulfinyl)amino)-8-azaspiro[4.5]decane-8-carboxylate